2-[(3-bromo-2-thienyl)(phenyl)phosphino]-3-(diphenyl-phosphino)thiophene BrC1=C(SC=C1)P(C=1SC=CC1P(C1=CC=CC=C1)C1=CC=CC=C1)C1=CC=CC=C1